2-benzylthiocycloheptanol C(C1=CC=CC=C1)SC1C(CCCCC1)O